ClC1=CC(=C2C(=CNC2=C1Cl)C=1C=NN(C1)C1OCCCC1)OC1C(CC(C1)O)O 4-[[6,7-dichloro-3-(1-tetrahydropyran-2-ylpyrazol-4-yl)-1H-indol-4-yl]oxy]cyclopentane-1,3-diol